(E)-4-(2-(4-((4-((3-(1H-1,2,3-triazol-1-yl)propyl)thio)phenoxy)methyl)oxazol-2-yl)vinyl)-3-fluorobenzonitrile N1(N=NC=C1)CCCSC1=CC=C(OCC=2N=C(OC2)/C=C/C2=C(C=C(C#N)C=C2)F)C=C1